C(C)NC(C1=CC=C(C=C1)COC1=C(C=CC=C1)C=O)=O N-ethyl-4-(2-formylphenoxy)methylbenzamide